5-(5-chloropyridin-3-yl)-2-methyl-1,3-thiazole-4-carboxylic acid ClC=1C=C(C=NC1)C1=C(N=C(S1)C)C(=O)O